C(C)(C)(C)N1NC(C=C1)=O 2-(Tert-butyl)-5-oxopyrazolin